C(C)(C)(C)OC(=O)N1C(C2=CC=CC=C2CC1)C(C)O.NCCC=1C(=C(N)C=CC1)OCOC 3-(2-aminoethyl)-2-(methoxymethoxy)aniline tert-butyl-1-(1-hydroxyethyl)-3,4-dihydroisoquinoline-2(1H)-carboxylate